ethyl 6-(5-(pentan-3-ylcarbamoyl)-3-(3-(5-(pentan-3-ylcarbamoyl)oxazol-2-yl)phenyl)-1H-1,2,4-triazol-1-yl)hexanoate CCC(CC)NC(=O)C1=NC(=NN1CCCCCC(=O)OCC)C1=CC(=CC=C1)C=1OC(=CN1)C(NC(CC)CC)=O